((E)-4-fluorobenzylidene)-5-methoxy-2,3-dihydro-1H-inden-1-one-O-benzyl oxime C(C1=CC=CC=C1)ON=C1/C(/CC2=CC(=CC=C12)OC)=C/C1=CC=C(C=C1)F